Cl.ClC1=CC(=NC(=C1)Cl)N1CCNCC1 1-(4,6-dichloropyridin-2-yl)piperazine hydrochloride